FC1=CC=C(C=C1)S(=O)(=O)N(CCC)C1=NC(=CC=C1OC)B1OC(C(O1)(C)C)(C)C 4-fluoro-N-(3-methoxy-6-(4,4,5,5-tetramethyl-1,3,2-dioxaborolan-2-yl)pyridin-2-yl)-N-propylbenzenesulfonamide